NC1=C(C=CC=C1)NC(CCCCCCCN1N=NC(=C1)C=1C=NC=CC1)=O N-(2-aminophenyl)-8-(4-(pyridin-3-yl)-1H-1,2,3-triazol-1-yl)octanamide